[Cl-].C(CCCCCCCCCCCCC)C(N(CCO)C(C[N+](C)(C)C)=O)(CO)CCCCCCCCCCCCCC di(tetradecyl)-N-(trimethylammonio-acetyl)diethanolamine chloride